O1CCC2(CC1)C(C1=CC=CC=C1C2)NC(=O)NS(=O)(=O)C=2C=NN1C2OCCC1 N-((1,2',3,3',5',6'-hexahydrospiro[indene-2,4'-pyran]-1-yl)carbamoyl)-6,7-dihydro-5H-pyrazolo[5,1-b][1,3]oxazine-3-sulfonamide